NC1=NC=C(C(=N1)C1NC2=C(CCC1)C=CC=C2)C#N 2-Amino-4-(1,3,4,5-tetrahydro-2H-benzazepin-2-yl)pyrimidine-5-carbonitrile